4-(2-(((3R,5R)-5-((allyloxy)methyl)-1-(tetrahydro-2H-pyran-3-carbonyl)pyrrolidin-3-yl)oxy)ethoxy)-3,5-dimethylbenzoic acid C(C=C)OC[C@H]1C[C@H](CN1C(=O)C1COCCC1)OCCOC1=C(C=C(C(=O)O)C=C1C)C